C(C)N(C(C1=C(C=CC(=C1)F)C=1C=2N(C=C(C1)C1CN(C1)[C@@H](CN1CCN(CC1)C)C(C)C)C(=NC2)C)=O)C(C)C N-ethyl-5-fluoro-2-(3-methyl-6-{1-[(2R)-3-methyl-1-(4-methylpiperazin-1-yl)butan-2-yl]azetidin-3-yl}imidazo[1,5-a]pyridin-8-yl)-N-(isopropyl)benzamide